(S)-N-(1-cycloheptyl-2-((5-(5-(methoxymethyl)-3-methylisoxazol-4-yl)pyridin-2-yl)amino)-2-oxoethyl)-1-methyl-1H-pyrazole-5-carboxamide C1(CCCCCC1)[C@@H](C(=O)NC1=NC=C(C=C1)C=1C(=NOC1COC)C)NC(=O)C1=CC=NN1C